ClC=1N(C2=CC(=CC=C2C1SC1=CC=CC(=N1)C(=O)O)Cl)C=1C=NN(C1)CC 6-((2,6-dichloro-1-(1-ethyl-1H-pyrazol-4-yl)-1H-indol-3-yl)thio)picolinic acid